4-(7-fluoroimidazolo[1,2-a]pyridin-3-yl)isoindol-1-one FC1=CC=2N(C=C1)C(=CN2)C2=C1C=NC(C1=CC=C2)=O